BrC1=C(C=C(C=C1)NC(=O)N1C2CC=3C(=CNC(C3)=O)C1CC2)Cl N-(4-bromo-3-chlorophenyl)-3-oxo-3,5,6,7,8,9-hexahydro-2H-6,9-epiminocyclohepta[c]-pyridine-10-carboxamide